(7-(4-chlorothiazol-2-yl)-3-(3-(8-fluoroquinolin-5-yl)-1H-pyrazolo[3,4-b]pyrazin-6-yl)-3-azabicyclo[4.1.0]heptan-7-yl)methanamine ClC=1N=C(SC1)C1(C2CCN(CC12)C1=CN=C2C(=N1)NN=C2C2=C1C=CC=NC1=C(C=C2)F)CN